FC(C1=NC(=NO1)C=1C=C2CCC(C2=CC1)NC(=O)C=1C(=NOC1)C)F N-(5-(5-(difluoromethyl)-1,2,4-oxadiazol-3-yl)-2,3-dihydro-1H-inden-1-yl)-3-methylisoxazole-4-carboxamide